ClC=1N=NC(=C2C1C=NC=C2)C2=C(C=C(C=C2)C(F)(F)F)OCOC 4-chloro-1-[2-(methoxymethoxy)-4-(trifluoromethyl)phenyl]pyrido[3,4-d]pyridazine